tert-butyl (2R,3S,4S)-4-[(tert-butoxycarbonyl)oxy]-3-{[(3,3-difluorocyclobutyl)carbamoyl]oxy}-2-[(4-methoxyphenyl)methyl]pyrrolidine-1-carboxylate C(C)(C)(C)OC(=O)O[C@@H]1[C@H]([C@H](N(C1)C(=O)OC(C)(C)C)CC1=CC=C(C=C1)OC)OC(NC1CC(C1)(F)F)=O